(E)-ethyl 3-(5-(4-(4-chlorobenzoyl)-2-methylthiazol-5-yl)-1-methyl-2-oxo-1,2-dihydropyridin-4-yl)acrylate ClC1=CC=C(C(=O)C=2N=C(SC2C=2C(=CC(N(C2)C)=O)/C=C/C(=O)OCC)C)C=C1